tert-butyl (2R,6S)-4-(5-bromo-2-fluoro-3-nitrobenzoyl)-2,6-dimethylpiperazin-1-carboxylate BrC=1C=C(C(=C(C(=O)N2C[C@H](N([C@H](C2)C)C(=O)OC(C)(C)C)C)C1)F)[N+](=O)[O-]